NC1CCC(CC1)NC1=NC2=CC=C(C=C2C=N1)C1=CC(=NC(=N1)NS(=O)(=O)C1=C(C=CC=C1)Cl)C N-(6-(2-(((1r,4r)-4-aminocyclohexyl)amino)quinazolin-6-yl)-4-methylpyrimidin-2-yl)-2-chlorobenzenesulfonamide